COC(C1=CN=C(C=C1)N1CC(CC1)C(=O)OCCC1=CC=CC=C1)=O 6-(3-((Benzylmethoxy)carbonyl)pyrrolidin-1-yl)nicotinic acid methyl ester